FC1=C(C(=C(C(=C1F)F)F)OC)S(=O)(=O)NC1=CC(=C(C=C1)OC)F 2,3,4,5-tetrafluoro-N-(3-fluoro-4-methoxyphenyl)-6-methoxybenzenesulfonamide